FC1=C(C(=C(C(=C1[B-](C1=C(C(=C(C(=C1F)F)F)F)F)(C1=C(C(=C(C(=C1F)F)F)F)F)C1=C(C(=C(C(=C1F)F)F)F)F)F)F)F)F.C(C)(=O)C1=CC=C(C=C1)SC1=CC=C(C=C1)[S+](C1=CC=C(C=C1)SC1=CC=C(C=C1)C(C)=O)C1=CC=C(C=C1)SC1=CC=C(C=C1)C(C)=O tris[4-(4-acetylphenyl)thiophenyl]Sulfonium tetrakis(pentafluorophenyl)borate